dimethylpropan-1-one CC(C=O)(C)C